C(#N)CN(C(OC(C)(C)C)=O)C1=CC(=C(C(=C1)Cl)CC1=NN(C(C(=C1)C(C)C)=O)CC1=CC=C(C=C1)OC)Cl tert-butyl (cyanomethyl)(3,5-dichloro-4-((5-isopropyl-1-(4-methoxybenzyl)-6-oxo-1,6-dihydropyridazin-3-yl)methyl)phenyl)carbamate